FC1(C(C2=C(C(=C(C(=C2C(C1(F)F)(C=1OC(=C(C1F)F)F)F)F)F)F)F)=O)C(C(C(C(F)(F)F)(F)F)(F)F)(F)F perfluorobutyl-4-(2-furyl)tetralone